2,3-dihydroxylpropyl acrylate C(C=C)(=O)OCC(CO)O